5-Fluoro-3-(3-{4-[(2S)-2-(methansulfonylmethyl)pyrrolidin-1-carbonyl]phenyl}-1,2-oxazol-5-yl)-6-methoxy-1H-indazol FC=1C=C2C(=NNC2=CC1OC)C1=CC(=NO1)C1=CC=C(C=C1)C(=O)N1[C@@H](CCC1)CS(=O)(=O)C